ClC=1C=C2NC(C(N(C2=CC1Cl)C)=O)=O 6,7-dichloro-1-methyl-1,4-dihydroquinoxaline-2,3-dione